1H-indazol-3-amine-3-d N1NC(C2=CC=CC=C12)(N)[2H]